Cl.[C@@H]12NC[C@@H]([C@@H](C1)C(=O)OC)C2 |o1:1,4,5| methyl (rel)-(1S,4R,5R)-2-azabicyclo[2.2.1]heptane-5-carboxylate hydrochloride